O.N1=CN=CC2=CC=CC=C12 Quinazoline hydrate